OC1=CC(=C(O1)NC(C1=CC=CC=C1)=O)[N+](=O)[O-] N-(5-hydroxy-3-nitrofuran-2-yl)benzamide